COCCCC(CC(=O)O)=O 2-methyloxyethyl-acetoacetic acid